(E)-N-(2-oxo-2,3-dihydro-1H-benzo[d]imidazol-4-yl)-3-(2-(pyrrolidin-1-yl)-6-(trifluoromethyl)pyridin-3-yl)acrylamide O=C1NC2=C(N1)C=CC=C2NC(\C=C\C=2C(=NC(=CC2)C(F)(F)F)N2CCCC2)=O